C(=O)=C1C(CC2CCCC2C1)C(=O)OC Methyl 6-carbonyloctahydro-1H-indene-5-carboxylate